NCCCN1C=C(C2=CC(=CC=C12)CN1CCC2(CN(C2)C=2C=C3C(N(C(C3=CC2)=O)C2C(NC(CC2)=O)=O)=O)CC1)C1=CC=C(C=C1)OC(F)(F)F 5-(7-((1-(3-aminopropyl)-3-(4-(trifluoromethoxY)phenyl)-1H-indol-5-yl)methyl)-2,7-diazaspiro[3.5]nonan-2-yl)-2-(2,6-dioxopiperidin-3-yl)isoindoline-1,3-dione